CO[C@H]1CN(CC1)CCO[C@H](C)C1=CC=C(C=N1)C1=CC=2C3=C(N=NC2C=C1)N(C(N3C3CCOCC3)=O)C 8-(6-((R)-1-(2-((R)-3-methoxypyrrolidin-1-yl)ethoxy)ethyl)pyridin-3-yl)-3-methyl-1-(tetrahydro-2H-pyran-4-yl)-1H-imidazo[4,5-c]cinnolin-2(3H)-one